NCCCN(C(CSC[C@@H](C(=O)O)NC(CCC(=O)O)=O)=O)[C@H](C(C)(C)C)C=1N(C=C(C1)C1=C(C=CC(=C1)F)F)CC1=CC=CC=C1 4-{[(1R)-2-({2-[(3-aminopropyl){(1R)-1-[1-benzyl-4-(2,5-difluorophenyl)-1H-pyrrol-2-yl]-2,2-dimethylpropyl}amino]-2-oxoethyl}sulfanyl)-1-carboxyethyl]amino}-4-oxobutanoic acid